C(C)OC(CC(CCCC)C)=O Hexane-5-yl-acetic acid ethyl ester